tert-butyl (2S,5R)-2-[Methoxy(methyl)carbamoyl]-5-methyl-piperidine-1-carboxylate CON(C(=O)[C@H]1N(C[C@@H](CC1)C)C(=O)OC(C)(C)C)C